FC(C1=CC=C(C=C1)CCC(=O)O)(F)F.C(CCC=C)(=O)N (pent-4-enamide) 3-(4-(trifluoromethyl)phenyl)propanoate